COC1=C(CN2CCC(CC2)CCN2CCN(CC2)C=2C=C3C(N(C(C3=CC2)=O)C2C(NC(CC2)=O)=O)=O)C(=CC(=C1)C1=CN(C(C2=CN=CC=C12)=O)C)OC 5-(4-(2-(1-(2,6-dimethoxy-4-(2-methyl-1-oxo-1,2-dihydro-2,7-naphthyridin-4-yl)benzyl)piperidin-4-yl)ethyl)piperazin-1-yl)-2-(2,6-dioxopiperidin-3-yl)isoindoline-1,3-dione